4-chloro-6-fluoro-N-(1-methylcyclopropyl)-9H-pyrimido[4,5-b]Indole-7-sulfonamide ClC1=NC=NC=2NC3=CC(=C(C=C3C21)F)S(=O)(=O)NC2(CC2)C